NC1=NC=CC=C1C1=NC=2C(=NC(=CC2)C2=CC=CC=C2)N1C1=CC=C(CN2CCC(CC2)NC=2C=C(N=NC2)C#N)C=C1 5-((1-(4-(2-(2-Aminopyridin-3-yl)-5-phenyl-3H-imidazo[4,5-b]pyridin-3-yl)benzyl)piperidin-4-yl)amino)pyridazine-3-carbonitrile